C(C)N1C(SC2=C1C=CC=C2)S(=O)(=O)[O-] 3-ethylbenzothiazolinesulfonate